FC1=NN(C2=C(C(=C(C=C12)F)O)F)C1=CC=C(C=C1)C1=CC(=CC=C1)O 3,5,7-Trifluoro-1-(3'-hydroxy-[1,1'-biphenyl]-4-yl)-1H-indazol-6-ol